NC1=C(C(=NC=N1)N[C@H]1O[C@H]([C@@H]([C@@H]1O)O)CO)[N+](=O)[O-] (2S,3S,4R,5S)-2-[(6-amino-5-nitropyrimidin-4-yl)amino]-5-(hydroxymethyl)oxolane-3,4-diol